C1CCC2=C(C=3CCCC3C=C12)NC(N[S@@](=O)(C1=CC=C(C=C1)CO)=NC(OC(C)(C)C)=O)=O tert-butyl (R)-((3-(1,2,3,5,6,7-hexahydro-s-indacen-4-yl)ureido)(4-(hydroxymethyl)phenyl)(oxo)-λ6-sulfanylidene)carbamate